C(C)(=O)OC=1C=NC(=C(C1)F)C=1C=CC=2N(C1)C(=C(N2)CC)N(C)C=2SC(=C(N2)C2=CC=C(C=C2)F)C#N 6-(3-((5-cyano-4-(4-fluorophenyl) thiazol-2-yl) (methyl) amino)-2-ethylimidazo[1,2-a]pyridin-6-yl)-5-fluoropyridin-3-yl acetate